2-((2-(methylthio)-6-(4-nitrophenoxy)pyrido[2,3-d]pyrimidin-7-yl)amino)ethan-1-ol CSC=1N=CC2=C(N1)N=C(C(=C2)OC2=CC=C(C=C2)[N+](=O)[O-])NCCO